(R)-3-hydroxy-1-methyl-3-(3-(6-(2-(((S)-1-(1-methyl-1H-pyrazol-4-yl)ethyl)amino)pyrimidin-4-yl)pyridin-2-yl)isoxazol-5-yl)pyrrolidin-2-one O[C@@]1(C(N(CC1)C)=O)C1=CC(=NO1)C1=NC(=CC=C1)C1=NC(=NC=C1)N[C@@H](C)C=1C=NN(C1)C